fluorenylmethacrylate C1(=CC=CC=2C3=CC=CC=C3CC12)OC(C(=C)C)=O